4-(methoxymethyl)-7-azabicyclo[2.2.1]heptane-7-carboxylate COCC12CCC(CC1)N2C(=O)[O-]